1-bromo-2,3-dichloro-5-(methyl-d3)benzene BrC1=C(C(=CC(=C1)C([2H])([2H])[2H])Cl)Cl